(3S)-N-((1R,2R,4S)-7-cyano-7-azabicyclo[2.2.1]heptan-2-yl)-1-(3,5-dichloro-4-(trifluoromethoxy)phenyl)-3-pyrrolidinecarboxamide C(#N)N1[C@H]2[C@@H](C[C@@H]1CC2)NC(=O)[C@@H]2CN(CC2)C2=CC(=C(C(=C2)Cl)OC(F)(F)F)Cl